2,4-dibromostyrene BrC1=C(C=C)C=CC(=C1)Br